N(=C=O)CCC[Si](OCC)(C)C 3-Isocyanatopropyldimethylethoxysilan